diketosuccinic acid O=C(C(C(=O)O)=O)C(=O)O